(4-aminoimidazo[1,5-a]quinoxalin-8-yl)((2R,4aS,9aR)-2-methyl-7-(trifluoromethyl)-2,3,9,9a-tetrahydroindeno[2,1-b][1,4]oxazin-4(4aH)-yl)methanone NC=1C=2N(C3=CC(=CC=C3N1)C(=O)N1[C@@H]3[C@H](O[C@@H](C1)C)CC=1C=C(C=CC13)C(F)(F)F)C=NC2